(3R,5aS,6R,8aS,9R,10S,12R,12aR)-10-(benzyloxy)-3,6,9-trimethyl-decahydro-12H-3,12-epoxy-pyrano[4,3-j][1,2]benzodioxepine C(C1=CC=CC=C1)O[C@@H]1[C@@H]([C@@H]2CC[C@H]([C@@H]3CC[C@]4(OO[C@]32[C@H](O1)O4)C)C)C